3-(4-fluorophenyl)-1-isopropyl-2,4-dioxo-1,2,3,4-tetrahydropyrimidine-5-carboxamide FC1=CC=C(C=C1)N1C(N(C=C(C1=O)C(=O)N)C(C)C)=O